methyl 5-(1-(adamantan-1-ylmethyl)-5-methyl-1H-pyrazol-4-yl)-1-(5-methyl-6-(pyridin-2-ylamino)pyridin-3-yl)-1H-pyrrolo[2,3-b]pyridine-4-carboxylate C12(CC3CC(CC(C1)C3)C2)CN2N=CC(=C2C)C2=C(C3=C(N=C2)N(C=C3)C=3C=NC(=C(C3)C)NC3=NC=CC=C3)C(=O)OC